[4-[(4-methylphenyl)thio]phenyl]phenyl-benzophenone CC1=CC=C(C=C1)SC1=CC=C(C=C1)C=1C(=C(C(=O)C2=CC=CC=C2)C=CC1)C1=CC=CC=C1